2-hydroxy-4-(2-oxo-1,2-dihydropyridin-1-yl)benzaldehyde OC1=C(C=O)C=CC(=C1)N1C(C=CC=C1)=O